4,4,5,5,6,6,7,7,8,8,9,9,9-tridecafluoro-1,2-diphenylnonan FC(CC(CC1=CC=CC=C1)C1=CC=CC=C1)(C(C(C(C(C(F)(F)F)(F)F)(F)F)(F)F)(F)F)F